C(C1=CC=CC=C1)OC1=C(C(=O)N2CC3=C(C=CC=C3CC2)NC2CC(N(CC2)C)=O)C(=CC(=C1)O)O 4-((2-(2-(Benzyloxy)-4,6-dihydroxybenzoyl)-1,2,3,4-tetrahydroisoquinolin-8-yl)amino)-1-methylpiperidin-2-one